C(C1=CC=CC=C1)N1N=C(C=C1)C(C)(C)O 2-(1-Benzyl-1H-pyrazol-3-yl)propan-2-ol